ClC1=C(C=C(C=N1)OC1CN(C1)C(=O)N1CC2(C1)CC(C2)C2=NN=C(N2)C2CC2)C2CC2 [3-[(6-chloro-5-cyclopropyl-3-pyridyl)oxy]azetidin-1-yl]-[6-(5-cyclopropyl-4H-1,2,4-triazol-3-yl)-2-azaspiro[3.3]heptan-2-yl]methanone